NC1=C(C=CC=C1)C(C(=O)O)CC 2-(2-aminophenyl)butyric acid